CSC1=NC=C(C(=N1)NC1C2(CC2)CCC1)C=O 2-(methylthio)-4-(spiro[2.4]heptan-4-yl-amino)pyrimidine-5-carbaldehyde